C(C=C)(=O)N1C[C@@H](OC[C@H]1C)C1=CC(=NC(=C1)Cl)C1=CC(=NC(=N1)C)C(=O)NC 6-(4-((2S,5R)-4-acryloyl-5-methylmorpholin-2-yl)-6-chloropyridin-2-yl)-N,2-dimethylpyrimidine-4-carboxamide